(4-((5-hydroxy-2-methyl-1H-imidazo[4,5-b]pyridin-1-yl)methyl)phenyl)boronic acid OC1=CC=C2C(=N1)N=C(N2CC2=CC=C(C=C2)B(O)O)C